bis[5-(diphenylphosphino)cyclopent-1,3-dien-1-yl]iron palladium dichloride [Pd](Cl)Cl.C1(=CC=CC=C1)P(C1C=CC=C1[Fe]C1=CC=CC1P(C1=CC=CC=C1)C1=CC=CC=C1)C1=CC=CC=C1